5-Fluoro-N-[2-(3-methylpyridin-2-yl)-[1,3]thiazolo[5,4-c]pyridin-6-yl]-6-[(pyrrolidin-1-yl)methyl]pyridin-2-amine FC=1C=CC(=NC1CN1CCCC1)NC1=CC2=C(C=N1)SC(=N2)C2=NC=CC=C2C